3-Chloro-N-(4-chlorophenyl)butanamide ClC(CC(=O)NC1=CC=C(C=C1)Cl)C